OCC(C=1C=C(C=CC1)C)NC(=O)C1=CN(C=C1)C1=NC(=NC=C1C)N[C@@H]1COCC1 N-(2-hydroxy-1-(m-tolyl)ethyl)-1-(5-methyl-2-(((S)-tetra-hydrofuran-3-yl)amino)pyrimidin-4-yl)-1H-pyrrole-3-carboxamide